CC(=O)OC1CCC2C1(CCC3C2CCC4=C3C=CC(=C4)OC(=O)C)C β-estradiol 3,17-diacetate